acryl-piperidineformamide C(=O)(C=C)C1N(CCCC1)C(=O)N